CN1C(OC2=C1C(=C(C=C2)N2N=CC(=C2)C=O)C)=O 1-(3,4-dimethyl-2-oxo-2,3-dihydrobenzo[d]oxazol-5-yl)-1H-pyrazole-4-carbaldehyde